C1(=CC=CC=C1)C1=NC(=NC(=N1)C1=CC=CC=C1)N1C=2C=CC(=CC2C2=C1C(NC1=CC=CC=C21)=O)C=2C=CC=1N(C3=CC=CC=C3C1C2)C2=CC=CC=C2 7-(4,6-diphenyl-1,3,5-triazin-2-yl)-10-(9-phenylcarbazol-3-yl)-5H-indolo[2,3-c]quinolin-6-one